ClC1=CC(=C(C(=N1)[N+](=O)[O-])N)C 6-chloro-4-methyl-2-nitropyridin-3-amine